N=1C=2N(C=CC1N1CCN(CC1)CC(=O)O)C1=C(N2)C=CC=C1 2-(4-(benzo[4,5]imidazo[1,2-a]pyrimidin-2-yl)piperazin-1-yl)acetic acid